cis-5-(2-(3,4-difluoro-5-(4-(methoxymethyl)-1H-pyrazol-1-yl)phenyl)cyclopropyl)-2,2'-bipyrimidine FC=1C=C(C=C(C1F)N1N=CC(=C1)COC)[C@@H]1[C@@H](C1)C=1C=NC(=NC1)C1=NC=CC=N1